1-methyl-9-(4-morpholinylbutyl)-9H-pyrido[3,4-b]indol-7-ol CC1=NC=CC2=C1N(C1=CC(=CC=C21)O)CCCCN2CCOCC2